FC(C(=O)O)(F)F.COC1=C(C=C(C=C1)C(=O)N1CCNCC1)N1C(NC(CC1)=O)=O 1-[2-methoxy-5-(piperazine-1-carbonyl)phenyl]hexahydropyrimidine-2,4-dione trifluoroacetate